1H-benzo[d][1,2,3]triazol-1-yl-2-amino-6-chloropyrazolo[1,5-a]pyrimidine N1(N=NC2=C1C=CC=C2)C=2C(=NN1C2N=CC(=C1)Cl)N